7-azaspiro[3.5]Nonane-7-sulfonamide C1CCC12CCN(CC2)S(=O)(=O)N